C1(CC1)N1C=C(C2=CC=CC=C12)C1=NC(=NC=C1C=1OC=CN1)NC=1C(=CC(=C(C1)NC(C=C)=O)N1CC(C1)N(C)C)OC N-(5-((4-(1-Cyclopropyl-1H-indol-3-yl)-5-(oxazol-2-yl)pyrimidin-2-yl)amino)-2-(3-(dimethylamino)azetidin-1-yl)-4-methoxyphenyl)acrylamide